2-phenyl-1-(2-(piperazin-1-yl)-7,8-dihydro-1,6-naphthyridin-6(5H)-yl)ethan-1-one C1(=CC=CC=C1)CC(=O)N1CC=2C=CC(=NC2CC1)N1CCNCC1